C(CCCCC)C(C(=O)OCCCCCCN(CCO)CCCCCCOC(=O)OCC(CCCCCCCC)CCCCCC)CCCCCCCC 6-((6-((((2-hexyldecyl)oxy)carbonyl)oxy)hexyl)(2-hydroxyethyl)amino)hexyl 2-hexyldecanoate